4-(((4-methoxybenzyl)oxy)methyl)-2-oxabicyclo[2.1.1]hexane-1-carbonitrile COC1=CC=C(COCC23COC(C2)(C3)C#N)C=C1